(S)-2-(2,6-dichlorobenzoylamino)-3-(5-(6-methyl-4-(trifluoromethyl)pyridazin-3-yl)quinolin-8-yl)propionic acid ClC1=C(C(=O)N[C@H](C(=O)O)CC=2C=CC(=C3C=CC=NC23)C=2N=NC(=CC2C(F)(F)F)C)C(=CC=C1)Cl